OC(CC(=O)OC(CC(=O)[O-])CCCCCCC)CCCCCCC 3-(3'-hydroxydecanoyloxy)decanoate